Cl.C(C1=CC=CC=C1)(=O)OP(OC(C1=CC=CC=C1)=O)(=O)CN (aminomethyl)phosphonic acid dibenzoyl ester hydrochloride